4-((methylsilyl)ethynyl)aniline C[SiH2]C#CC1=CC=C(N)C=C1